3-(4-((3-(4-((cyclohexylamino)methyl)phenyl)propyl)thio)-1-oxoisoindolin-2-yl)piperidine-2,6-dione C1(CCCCC1)NCC1=CC=C(C=C1)CCCSC1=C2CN(C(C2=CC=C1)=O)C1C(NC(CC1)=O)=O